(2-chlorophenyl)(methyl)((trimethylsilyl)imino)-λ6-sulfanone ClC1=C(C=CC=C1)S(=O)(=N[Si](C)(C)C)C